C\C(=C/CSCCC(=O)O)\CCCC(CCCC(CCCC(C)C)C)C 3-{[(2E)-3,7,11,15-tetramethylhexadecan-2-en-1-yl]Sulfanyl}propanoic acid